COC(C1=C(C=CC=C1)NC(C)C=1C=C(C=C2C(N(C(=NC12)N1CCC2(COC2)CC1)C)=O)C)=O.C1(=CC=CC=C1)[C@@H]1NCOC1 (S)-4-phenyl-oxazolidine methyl-2-((1-(3,6-dimethyl-4-oxo-2-(2-oxa-7-azaspiro[3.5]nonan-7-yl)-3,4-dihydroquinazolin-8-yl)ethyl)amino)benzoate